indenolate C1(C=CC2=CC=CC=C12)[O-]